C(C)OC=1C(=NN(N1)C1=CC=C(C=C1)F)CC1=CC(=NC=C1)C(F)(F)F 4-[[5-ethoxy-2-(4-fluorophenyl)-2H-1,2,3-triazol-4-yl]methyl]-2-(trifluoromethyl)pyridine